FC(C1=C2C=CC=NC2=C(C=C1)NC(C1=CC=CC=C1)=O)(F)F N-(5-(trifluoromethyl)quinolin-8-yl)benzamide